NC1=NC2=C(N1C1(CN(CCC1)CCOC1=C(C=NN1C)C1=CC(=CN(C1=O)C)C(=O)O)C)C=C(C=C2)Br 5-(5-{2-[3-(2-amino-6-bromo-1,3-benzodiazol-1-yl)-3-methylpiperidin-1-yl]ethoxy}-1-methylpyrazol-4-yl)-1-methyl-6-oxopyridine-3-carboxylic acid